CC1(C2CC=C(C1C2)C(C)O)C (6,6-dimethyl-2-bicyclo[3.1.1]hept-2-enyl)ethanol